1,3,4-trimethyl-imidazolium chloride [Cl-].CN1C=[N+](C(=C1)C)C